NC1=NC(=C(C(=N1)C)CC(=O)NCC1N(CC2=CC=CC=C2C1)C)C 2-(2-amino-4,6-dimethylpyrimidin-5-yl)-N-((2-methyl-1,2,3,4-tetrahydroisoquinolin-3-yl)methyl)acetamide